C(C)OC(C(CC(C)(C)F)N)=O amino-4-fluoro-4-methylpentanoic acid ethyl ester